OC1=C(C(=O)C2=CC(=CC=C2)C(C2=C(C=CC=C2)O)=O)C=CC=C1 1,3-bis(hydroxybenzoyl)benzene